C1(CCCCC1)C(=O)C1C(C2=CC=C(C=C2C1=O)C(=O)C=1C=C2C(C(C(C2=CC1)=O)C(=O)C1CCCCC1)=O)=O 2-cyclohexanecarbonyl-5-(2-cyclohexanecarbonyl-1,3-dioxo-2,3-dihydro-1H-indene-5-carbonyl)-2,3-dihydro-1H-indene-1,3-dione